CCCCCCCCCC/C=C\CCCCCCCCCC(=O)[O-] cetoleate